S1C(=NC2=C1C=CC=C2)NC2=C(C=C(N=N2)N(C=2SC(=C(N2)C(=O)O)CCCOC2=CC=CC=C2)CCCOC)C 2-{[6-[(1,3-Benzothiazol-2-yl)amino]-5-methylpyridazin-3-yl](3-methoxypropyl)amino}-5-(3-phenoxypropyl)-1,3-thiazole-4-carboxylic acid